C1N(CC2C1CCC2)C=2C1=C(N=C(N2)Cl)C(=CN1)[C@@H]1[C@@H]([C@@H]([C@H](O1)COCP(O)(O)=O)O)O [(2R,3S,4R,5R)-5-[4-(3,3a,4,5,6,6a-hexa-hydro-1H-cyclopenta-[c]pyrrol-2-yl)-2-chloro-5H-pyrrolo[3,2-d]pyrimidin-7-yl]-3,4-dihydroxy-tetrahydro-furan-2-yl]methoxy-methylphosphonic acid